C1(CC1)[C@]1(C(N(C[C@H]1C)C=1C=2N(C=C(N1)C=1C=NN(C1)CC1(COC1)C)N=CC2F)=O)C#N (3R,4S)-3-cyclopropyl-1-[3-fluoro-6-[1-[(3-methyloxetan-3-yl)methyl]pyrazol-4-yl]pyrazolo[1,5-a]pyrazin-4-yl]-4-methyl-2-oxopyrrolidine-3-carbonitrile